COC=1C=C(C=C(C1OC)OC)N1C([C@@H]([C@@H]1C1=C(C=C(C=C1)OC)OCCCBr)CO)=O (3S,4R)-1-(3,4,5-trimethoxyphenyl)-4-(3-bromopropoxy-4-methoxyphenyl)-3-hydroxymethylazetidin-2-one